CN1CCN(CC1)C1=CC=C(C=N1)C=1N=CC=2N(C1)C(=CN2)C2=CSC=C2 6-[6-(4-methylpiperazin-1-yl)-3-pyridyl]-3-(3-thienyl)imidazo[1,2-a]pyrazine